tri-n-hexyl-aluminum C(CCCCC)[Al](CCCCCC)CCCCCC